C(C=C)(=O)N1CC(CCC1)(O)CNC1=C2C(=NC=C1C(=O)N)NC=C2 4-(((1-Acryloyl-3-hydroxypiperidin-3-yl)methyl)amino)-1H-pyrrolo[2,3-b]pyridine-5-carboxamide